tert-butyl (R)-3-(5-bromo-N-(6,8-dimethylisoquinolin-1-yl)picolinamido)piperidine-1-carboxylate BrC=1C=CC(=NC1)C(=O)N(C1=NC=CC2=CC(=CC(=C12)C)C)[C@H]1CN(CCC1)C(=O)OC(C)(C)C